4-fluoro-2-methylbenzo[d]oxazol-6-amine HCl salt Cl.FC1=CC(=CC2=C1N=C(O2)C)N